2-methoxy-ethyl (E)-4-[4-(3-chloro-10,11-dihydro-dibenzo[b,f]azepin-5-yl)-butylamino]-but-2-enoate maleate C(\C=C/C(=O)O)(=O)O.ClC=1C=CC2=C(N(C3=C(CC2)C=CC=C3)CCCCNC/C=C/C(=O)OCCOC)C1